C(C#C)N1C(C=CC=C1CN1CCCC2=CC=CC=C12)=O 1-(prop-2-yn-1-yl)-6-[(1,2,3,4-tetrahydroquinolin-1-yl)methyl]-1,2-dihydropyridin-2-one